[IH2+].CC1=[NH+]C2=CC=CC=C2C1(C)C 2,3,3-trimethylindolium iodonium